(R)-N-(2-methyl-3,4-dihydro-2H-[1,4]dioxepino[2,3-b]pyridin-9-yl)formamide C[C@H]1OC=2C(=NC=CC2NC=O)OCC1